ClC1=CC=C(C=C1)/C=C/C(=O)C1=CC=CC=C1 (E)-3-(4-chlorophenyl)-1-phenylpropan-2-en-1-one